The molecule is a derivative of alpha,alpha-trehalose having an O-sulfo group at the 2 position and two long chain fatty acyl substituents at the 2'- and 3'-positions. It is a trehalose sulfate, an organosulfate oxoanion and a polyacyl alpha,alpha-trehalose derivative. It derives from an alpha,alpha-trehalose. CCCCCCCCCCCCCCC[C@H]([C@H](C)C[C@H](C)C[C@H](C)C[C@H](C)C[C@H](C)C[C@H](C)C[C@H](C)C[C@H](C)C(=O)O[C@H]1[C@@H]([C@H](O[C@@H]([C@@H]1OC(=O)CCCCCCCCCCCCCCC)O[C@@H]2[C@@H]([C@H]([C@@H]([C@H](O2)CO)O)O)OS(=O)(=O)[O-])CO)O)O